NC[C@H]1O[C@H]([C@@H]([C@@H]1O)O)NC1=NC=NC(=C1[N+](=O)[O-])N (2R,3S,4R,5R)-2-(aminomethyl)-5-[(6-amino-5-nitropyrimidin-4-yl)amino]oxolane-3,4-diol